5-bromo-4-fluoro-2-hydroxy-N,N-dimethylbenzamide BrC=1C(=CC(=C(C(=O)N(C)C)C1)O)F